ClC1=CC=C(C=C1)C(C(C)C1CC1)=O 1-(4-chlorophenyl)-2-cyclopropyl-1-propanone